(5-(3,5-difluorophenyl)-4,5-dihydro-1H-pyrazol-1-yl)(piperidin-4-yl)methanone tert-butyl-3-amino-5-bromo-1H-indazole-1-carboxylate C(C)(C)(C)OC(=O)N1N=C(C2=CC(=CC=C12)Br)N.FC=1C=C(C=C(C1)F)C1CC=NN1C(=O)C1CCNCC1